N-([1,1'-biphenyl]-3-yl-2',3',4',5',6'-d5)-3-(2-(tert-butyl)phenyl)dibenzo[b,d]furan-1-amine C1(=CC(=CC=C1)NC1=CC(=CC=2OC3=C(C21)C=CC=C3)C3=C(C=CC=C3)C(C)(C)C)C3=C(C(=C(C(=C3[2H])[2H])[2H])[2H])[2H]